N-(5-((6-((R)-3-(4-chloro-2-fluorophenyl)isoxazolidine-2-yl)pyrimidine-4-yl)amino)-2-(4-(4-ethylpiperazine-1-yl)piperidine-1-yl)-4-methoxyphenyl)acrylamide ClC1=CC(=C(C=C1)[C@@H]1N(OCC1)C1=CC(=NC=N1)NC=1C(=CC(=C(C1)NC(C=C)=O)N1CCC(CC1)N1CCN(CC1)CC)OC)F